NC=1N=C(C=2N=CN([C@H]3[C@@H]([C@H](O)[C@@H](CO)O3)F)C2N1)N 2-amino-2'-fluoro-2'-deoxyadenosine